(2R,3S)-2-methyl-3-((methylsulfonyl)methyl)azepine CC=1NC=CC=CC1CS(=O)(=O)C